4-[4-({(1R)-1-[3-(difluoromethyl)-2-fluorophenyl]ethyl}amino)-2-methylpyrido[3,4-d]pyrimidin-6-yl]-1-[(2R)-2-hydroxypropanoyl]-1,4lambda5-azaphosphinan-4-one FC(C=1C(=C(C=CC1)[C@@H](C)NC=1C2=C(N=C(N1)C)C=NC(=C2)P2(CCN(CC2)C([C@@H](C)O)=O)=O)F)F